P(=O)(O)(O)OC[C@@H]1[C@H]([C@H]([C@@H](O1)C1=CNC(=O)N(C1=O)C)O)O N3-methylpseudouridine-5'-monophosphate